1-(((S)-oxetan-2-yl)methyl)-2-((S)-1-(2-oxopiperazin-1-yl)ethyl)-1H-Benzo[d]imidazole-6-carboxylate O1[C@@H](CC1)CN1C(=NC2=C1C=C(C=C2)C(=O)[O-])[C@H](C)N2C(CNCC2)=O